2,3-dimethyl-heptanediamine CC(C(N)N)C(CCCC)C